IC(C#N)CC#N 2-iodobutanedinitrile